COC(C)NC=O N-(1-methoxyethyl)carboxylic acid amide